magnesium aluminum trisilicate [Si]([O-])([O-])([O-])[O-].[Si](O)(O)(O)O.[Si]([O-])(O)(O)O.[Al+3].[Mg+2]